N1=CCC(C1)=O azolin-4-one